cobalt stearate salt C(CCCCCCCCCCCCCCCCC)(=O)[O-].[Co+2].C(CCCCCCCCCCCCCCCCC)(=O)[O-]